O=C1NC(CCC1N1C(C2=CC=C(C=C2C1)CN1C(C=CC2=CC=CC=C12)C=1C=C(C=CC1)C)=O)=O N-((2-(2,6-dioxopiperidin-3-yl)-1-oxoisoindolin-5-yl)methyl)-2-(m-tolyl)quinoline